6-[5-(difluoromethyl)-1,3,4-oxadiazol-2-yl]-2-{methyl[(oxan-4-yl)methyl]amino}-2,3-dihydro-1H-isoindol-1-one FC(C1=NN=C(O1)C1=CC=C2CN(C(C2=C1)=O)N(CC1CCOCC1)C)F